OC=1C=C(C=CC1O)/C=C/C(=O)NCCCNCCCCNC(\C=C\C1=CC(=C(C=C1)O)O)=O (E)-3-(3,4-dihydroxyphenyl)-N-(3-((4-((E)-3-(3,4-dihydroxyphenyl)acrylamido)butyl)amino)propyl)acrylamide